(6-(methylsulfonyl)pyridin-2-yl)methylamine hydrochloride Cl.CS(=O)(=O)C1=CC=CC(=N1)CN